ClC=1C(=NC(=NC1)NC1CCOCC1)C=1C=C2C(N(C(C2=CC1)CC(=O)O)CC(N1CCC2=C(CC1)C=CC=C2)=O)=O 2-(5-(5-chloro-2-((oxan-4-yl)amino)pyrimidin-4-yl)-3-oxo-2-(2-oxo-2-(1,2,4,5-tetrahydro-3H-benzo[d]azepin-3-yl)ethyl)isoindolin-1-yl)acetic acid